1,3-bis[2,6-bis(1-ethylpropyl)-phenyl]-2H-imidazole C(C)C(CC)C1=C(C(=CC=C1)C(CC)CC)N1CN(C=C1)C1=C(C=CC=C1C(CC)CC)C(CC)CC